FC1=C(C=C2C(=NNC2=C1)C)C(=O)OC methyl 6-fluoro-3-methyl-1H-indazole-5-carboxylate